(S)-N-((1R,2R)-1-(3-chloro-4-cyclopropoxyphenyl)-1-hydroxy-3-(pyrrolidin-1-yl)propan-2-yl)-1-(6-fluoronaphthalen-2-yl)pyrrolidine-3-carboxamide ClC=1C=C(C=CC1OC1CC1)[C@H]([C@@H](CN1CCCC1)NC(=O)[C@@H]1CN(CC1)C1=CC2=CC=C(C=C2C=C1)F)O